(S)-N-(1-(4-(N-tert-Butylsulfamoyl)phenylamino)-1-oxo-3-phenylpropan-2-yl)-4-fluoro-N-methylbenzamide C(C)(C)(C)NS(=O)(=O)C1=CC=C(C=C1)NC([C@H](CC1=CC=CC=C1)N(C(C1=CC=C(C=C1)F)=O)C)=O